2-((1R,6S)-6-amino-2,2-difluorocyclohexyl)-3,5-dichloro-N-(thiophen-2-ylmethyl)thieno[3,2-b]pyridin-7-amine N[C@H]1CCCC([C@@H]1C1=C(C2=NC(=CC(=C2S1)NCC=1SC=CC1)Cl)Cl)(F)F